ClC1=C(C=CC(=C1)[N+](=O)[O-])N=NC1=C(C=CC2=CC=CC=C12)O 1-[(2-Chloro-4-nitrophenyl)azo]-2-naphthol